O1CCN(CC1)CC=1N(C=CN1)C(C(=O)N)C 2-(2-(morpholinomethyl)-1H-imidazol-1-yl)propanamide